CS(=O)(=O)OCC#CC1CN=C2N1C1=CC=C(C=C1C(N2C([2H])([2H])C=2C=NN(C2)C)=O)S(NC2(CC2)C)(=O)=O 3-{7-[(1-methylcyclopropyl)sulfamoyl]-4-[(1-methylpyrazol-4-yl)(2H2)methyl]-5-oxo-1H,2H-imidazo[1,2-a]quinazolin-1-yl}prop-2-yn-1-yl methanesulfonate